C(C)(C)(C)OC(=O)N1CC2(C1)CCN(CC2)C2=CC=C(C=C2)C=2C=C1C(N(CC1=C(C2)F)C(C(=O)OCC)C2=C1N(C=N2)CCC1)=O 7-(4-(2-(1-(6,7-dihydro-5H-pyrrolo[1,2-c]imidazol-1-yl)-2-ethoxy-2-oxoethyl)-7-fluoro-3-oxoisoindolin-5-yl)phenyl)-2,7-diazaspiro[3.5]nonane-2-carboxylic acid tert-butyl ester